C(CCCCCCCCCCCCCCCCC)(=O)OCC(O)CO.C(CCCCCCCCCCCCCCCCC)(=O)OCC(O)CO.C(CCCCCCCCCCCCCCCCC)(=O)OCC(O)CO.C(CCCCCCCCCCCCCCCCC)(=O)OCC(O)CO.C(CCCCCCCCCCCCCCCCC)(=O)OCC(O)CO pentaglyceryl pentastearate